FC=1C(=NN(C1)CC1=CC=C(C=C1)F)C(=O)N[C@H]1[C@@H]2[C@H](C3=C(N(C1=O)C)N=CC=C3)C2 4-fluoro-1-(4-fluorobenzyl)-N-((1aS,2S,8bR)-4-methyl-3-oxo-1,1a,2,3,4,8b-hexahydrocyclopropa[d]pyrido[2,3-b]azepin-2-yl)-1H-pyrazole-3-carboxamide